C(C)(C)C1(C=C(C=2N(C1)N=CN2)OC)C2=CN=C(S2)NS(=O)(=O)C N-(6-isopropyl-5-(8-methoxy-[1,2,4]triazolo[1,5-a]pyridin-6-yl)thiazol-2-yl)methanesulfonamide